(S)-1-benzyloxycarbonyl-3-aminopiperidine C(C1=CC=CC=C1)OC(=O)N1C[C@H](CCC1)N